2-chloro-1-(2-oxo-2-(o-tolyl)ethyl)pyridine ClC1N(C=CC=C1)CC(C1=C(C=CC=C1)C)=O